Tert-Butyl 6-chloro-3-((1-(2-hydroxy-3,6-dimethyl-4-oxo-3,4-dihydroquinazolin-8-yl)ethyl)amino)picolinate ClC1=CC=C(C(=N1)C(=O)OC(C)(C)C)NC(C)C=1C=C(C=C2C(N(C(=NC12)O)C)=O)C